4-(methyl-Amino)pyrrolidin-2-one CNC1CC(NC1)=O